C(C(=C)C)(=O)OCCC[Si](C)(Cl)Cl 3-methacryloxypropyldichloromonomethyl-silane